C(C)(=O)N[C@@H]1C(N[C@H](C(N[C@@H](CCCCNC(C1)=O)C(=O)N[C@H](C(=O)C=1SC2=C(N1)C=CC=C2)CCCNC(=N)N)=O)[C@H](C)O)=O (3S,6S,14S)-6-acetamido-N-((S)-1-(benzo[d]thiazol-2-yl)-5-guanidino-1-oxopentan-2-yl)-3-((S)-1-hydroxyethyl)-2,5,8-trioxo-1,4,9-triazacyclotetradecane-14-carboxamide